ClC1=CC(=NC=C1)N(C(OC1=CC=CC=C1)=O)C(=O)OC1=CC=CC=C1 phenyl N-(4-chloro-2-pyridinyl)-N-phenoxycarbonyl-carbamate